14-fluoro-10-oxa-2,12,16,17,19-pentazapentacyclo[9.6.1.14,7.02,8.015,18]nonadeca-1(17),11(18),12,14-tetraene-19-carboxylate FC=1C=NC=2OCC3C4CCC(CN3C3=NNC1C32)N4C(=O)[O-]